C1(CCCC1)CS(=O)(=O)NCC1=C(C=C(C=C1)C1=NOC(=N1)C(F)(F)F)F 1-cyclopentyl-N-[[2-fluoro-4-[5-(trifluoromethyl)-1,2,4-oxadiazol-3-yl]phenyl]methyl]methanesulfonamide